tartaric acid iron salt [Fe+2].C(C(O)C(O)C(=O)[O-])(=O)[O-]